BrC1=C2C(=NC=C1)NC(=C2)C 4-bromo-2-methyl-1H-pyrrolo[2,3-b]pyridine